BrCC1=CC=C(C(=C1)[N+](=O)[O-])F Bromo-4-fluoro-5-nitrotoluene